tert-butyl 2-((5-(2,6-dioxopiperidin-3-yl)isoindolin-2-yl)methyl)-7-azaspiro[3.5]nonane-7-carboxylate O=C1NC(CCC1C=1C=C2CN(CC2=CC1)CC1CC2(C1)CCN(CC2)C(=O)OC(C)(C)C)=O